C1(=CC=CC=C1)C1OC(OC1)=S 4-phenyl-1,3-dioxolan-2-thione